C[C@@H]1CC[C@H](N(C1)C(C(=O)NC=1C=NC=C(C1)C)=O)C1=CC=C(C=C1)C |r| rac-2-[(2S,5R)-5-methyl-2-(p-tolyl)-1-piperidyl]-N-(5-methyl-3-pyridyl)-2-oxo-acetamide